FC(C\N=C\1/SC(=CC1=O)C1=C(C=CC=C1)C)F (Z)-2-((2,2-difluoroethyl)imino)-5-tolylthiophene-3(2H)-one